CC=1OC(=CC1)C(=O)[O-] 2-methyl-5-furoate